FC(C(=O)[O-])(F)F.C(C)[N+]1=CC(C2=CC=CC=C12)(C)C 1-ethyl-3,3-dimethyl-3H-indol-1-ium 2,2,2-trifluoroacetate